trimethylol propylene triacrylate C(C=C)(=O)O.C(C=C)(=O)O.C(C=C)(=O)O.C(O)C(C=C)(CO)CO